(2R,4R)-N-(2-(cyclohexylamino)-2-oxo-1-(pyridin-3-yl)ethyl)-4-hydroxy-N-(1,2,3,4-tetrahydroquinolin-7-yl)pyrrolidine-2-carboxamide C1(CCCCC1)NC(C(C=1C=NC=CC1)N(C(=O)[C@@H]1NC[C@@H](C1)O)C1=CC=C2CCCNC2=C1)=O